toluene isobutyl-isobutyrate C(C(C)C)OC(C(C)C)=O.CC1=CC=CC=C1